2-(6-fluoro-7-methoxy-1,5-naphthyridin-4-yl)-1H,5H,6H,7H-pyrrolo[3,2-c]pyridin-4-one FC=1N=C2C(=CC=NC2=CC1OC)C1=CC=2C(NCCC2N1)=O